C(#N)C1=NC2=CC(=CC(=C2N=C1N1C(CCC1)C1COCCC1(C)O)[C@@H](C)NC1=C(C(=O)O)C=CC=C1)C 2-(((1R)-1-(2-cyano-3-(2-(4-hydroxy-4-methyltetrahydro-2H-pyran-3-yl)-pyrrolidin-1-yl)-7-methylquinoxalin-5-yl)ethyl)amino)benzoic acid